NC(CNCC[SiH2]OCCOC)C N-(2-aminopropyl)-2-aminoethylmethoxyethoxysilane